C(\C=C/C(=O)O)(=O)O.CN(C)CCC(C1=C(C=CC=C1)Cl)C1=NC=CC=C1 N,N-dimethyl-gamma-(2-chlorophenyl)-2-pyridylpropylamine maleate